N1CCC(CC1)C1=CC=C(CCC2(CCCC=3C4=CC=CC=C4NC23)N)C=C1 (4-(piperidin-4-yl)phenethyl)-2,3,4,9-tetrahydro-1H-carbazol-1-amine